NC1=NN(C=C1C(=O)O)C=1C=NC=CC1 3-amino-1-(pyridin-3-yl)-1H-pyrazole-4-carboxylic acid